COC(=O)C1CCC(CC1)OC1=C(C(=CC=C1)Br)C(F)(F)F methyl-(1r,4r)-4-(3-bromo-2-(trifluoromethyl)phenoxy)cyclohexane-1-carboxylate